FC(C1=NC=CC(=C1)CN)F (2-(difluoromethyl)pyridin-4-yl)methanamine